FC1=CC2=C(N=C3N2C=CC(=N3)C=3C=CC(=NC3)N3CCC(CC3)CCN3CCN(CC3)C=3C=C2C(N(C(C2=CC3)=O)C3C(NC(CC3)=O)=O)=O)C=C1F 5-(4-(2-(1-(5-(7,8-difluorobenzo[4,5]imidazo[1,2-a]pyrimidin-2-yl)pyridin-2-yl)piperidin-4-yl)ethyl)piperazin-1-yl)-2-(2,6-dioxopiperidin-3-yl)isoindoline-1,3-dione